6-Chloro-1-(4-(morpholinomethyl)phenyl)-1,4-dihydrothiochromeno[4,3-c]pyrazole-3-carboxylic acid 5,5-dioxide ClC1=CC=CC2=C1S(CC1=C2N(N=C1C(=O)O)C1=CC=C(C=C1)CN1CCOCC1)(=O)=O